O1C[C@@H]([C@H]2[C@@H]1OCC2)OC(N)=O carbamic acid (3R,3aS,6aR)-hexahydrofuro[2,3-b]furan-3-yl ester